(8R,9R,10S)-9-([1,1'-biphenyl]-4-yl)-10-(hydroxymethyl)-N-(4-methoxyphenyl)-1,6-diazabicyclo[6.2.0]decane-6-carboxamide C1(=CC=C(C=C1)[C@@H]1[C@@H]2CN(CCCCN2[C@@H]1CO)C(=O)NC1=CC=C(C=C1)OC)C1=CC=CC=C1